(3-fluoro-4-methoxyphenyl)-5-methyl-N-(1-methyl-1H-pyrazol-4-yl)pyrimidin-2-amine FC=1C=C(C=CC1OC)C1=NC(=NC=C1C)NC=1C=NN(C1)C